NC1=NC=C(C2=C1C(=C(N2C)I)C=2C=C(C(=NC2)C(=O)NCC2(CC2)F)Cl)Br 5-(4-amino-7-bromo-2-iodo-1-methylpyrrolo[3,2-c]pyridin-3-yl)-3-chloro-N-[(fluorocyclopropyl)methyl]pyridine-2-carboxamide